C(C)(=O)NC(=O)[C@H](O)[C@@H](O)[C@H](O)[C@H](O)CO acetamido-glucose